C(#N)C=1C=C(SC1)[C@@H](CC(C)C)N[S@@](=O)C(C)(C)C (S)-N-((R)-1-(4-cyanothiophen-2-yl)-3-methylbutyl)-2-methylpropane-2-sulfinamide